O1CC(C1)N1N=NC(=C1)COC(C(=O)O)C (1-((oxetan-3-yl)-1H-1,2,3-triazol-4-yl)methoxy)propanoic acid